3-ethyl-7-((4-(2-methylimidazo[1,2-a]pyridine-6-yl)piperazine-1-yl)methyl)-1,5-naphthyridin-2(1H)-one C(C)C=1C(NC2=CC(=CN=C2C1)CN1CCN(CC1)C=1C=CC=2N(C1)C=C(N2)C)=O